N-[2-[[(2-amino-1,1-dimethyl-2-oxoethyl)amino]carbonyl]-4,6-dichlorophenyl]-3-bromo-1-(3-chloro-2-pyridinyl)-pyrazolecarboxamide NC(C(C)(C)NC(=O)C1=C(C(=CC(=C1)Cl)Cl)NC(=O)C1(NN(C=C1)C1=NC=CC=C1Cl)Br)=O